ClC1=C(C(=O)NC2=C(C(=NS2)C)C(=O)NCC2=CC=C(C=C2)Cl)C=CC=C1C(F)(F)F 5-(2-chloro-3-(trifluoromethyl)benzamido)-N-(4-chlorobenzyl)-3-methylisothiazole-4-carboxamide